C1(CC1)O\N=C\C=1C=C(C(=O)NC=2SC(=CN2)C2=CC(=CC=C2)N2CCCC2)C=C(C1O)F (E)-3-((cyclopropoxyimino)methyl)-5-fluoro-4-hydroxy-N-(5-(3-(pyrrolidin-1-yl)phenyl)thiazol-2-yl)benzamide